6-(6-(allyloxy)-2,3-dichlorophenyl)-3-((1-isopropylpiperidin-4-yl)methyl)-6,7-dihydro-5H-pyrrolo[2,1-c][1,2,4]triazole C(C=C)OC1=CC=C(C(=C1C1CC2=NN=C(N2C1)CC1CCN(CC1)C(C)C)Cl)Cl